(2S,3R)-3-cyclopropyl-3-[3-[3-[(diisopropylamino)methyl]-4-(5-fluoro-2-methoxy-4-pyridyl)benzoyl]oxy-2-fluoro-phenyl]-2-methyl-propanoic acid C1(CC1)[C@H]([C@@H](C(=O)O)C)C1=C(C(=CC=C1)OC(C1=CC(=C(C=C1)C1=CC(=NC=C1F)OC)CN(C(C)C)C(C)C)=O)F